ClC1=CC=C(C(=N1)C(=O)NS(=O)(=O)C)N[C@H](C)C=1C=C(C=C2C(N(C(=NC12)N1C[C@@H](CCC1)OC=1C=NC=NC1)C)=O)C 6-chloro-3-(((R)-1-(3,6-dimethyl-4-oxo-2-((R)-3-(pyrimidin-5-yloxy)piperidin-1-yl)-3,4-dihydroquinazolin-8-yl)ethyl)amino)-N-(methylsulfonyl)picolinamide